C(C)(=O)C1=NN(C2=C(C=C(C=C12)C=1C=NC(=NC1)C)CN)CC(=O)N1[C@@H]2C[C@@]2(C[C@H]1C(=O)NC=1C=C(C(=O)O)C=C(N1)Br)C 2-((1R,3S,5R)-2-(2-(3-acetyl-7-(aminomethyl)-5-(2-methylpyrimidin-5-yl)-1H-indazol-1-yl)acetyl)-5-methyl-2-azabicyclo[3.1.0]hexane-3-carboxamido)-6-bromoisonicotinic acid